1,3-bis(2,4,6-trimethylphenyl)imidazolinium chloride CC1=CC(=C(C(=C1)C)N2CC[N+](=C2)C3=C(C=C(C=C3C)C)C)C.[Cl-]